[2-[3-(difluoromethoxy)anilino]pyrimidin-5-yl]boronic acid FC(OC=1C=C(NC2=NC=C(C=N2)B(O)O)C=CC1)F